7,11-dimethyldodecen-4,6,10-trien-3-one CC(=CC=CC(C=C)=O)CCC=C(C)C